ClC1=C(C#N)C=CC(=C1)N1CC2(CC1C)CCNCC2 2-chloro-4-(3-methyl-2,8-diazaspiro[4.5]dec-2-yl)benzonitrile